CP(=O)(C)C1=C(C=CC=C1)NC1=NC(=NC=C1C(F)(F)F)NC1=CC=C(CNC=2C=C(C=CC2)C2CN(CCC2)C(C=C)=O)C=C1 1-(3-(3-((4-((4-((2-(dimethylphosphoryl)phenyl)amino)-5-(Trifluoromethyl)pyrimidin-2-yl)amino)benzyl)amino)phenyl)piperidin-1-yl)prop-2-en-1-one